C(C)C1=C(C=CC(=C1CC)OCC)O 2,3-diethyl-4-ethoxyphenol